C1(=C(C=CC=C1)CC(=O)O)CC(=O)O 2,2'-(1,2-phenylene)diacetic acid